N-(1-(4-fluorophenyl)-6-(4-methylcyclohex-1-en-1-yl)-1H-pyrazolo[3,4-d]pyrimidin-4-yl)-5-nitrothiophene-2-carboxamide FC1=CC=C(C=C1)N1N=CC=2C1=NC(=NC2NC(=O)C=2SC(=CC2)[N+](=O)[O-])C2=CCC(CC2)C